C(C)OC(C1=CN=C(C(=C1)OC)N1N=CC(=C1)C(NCC1=CC=C(C=C1)C1=CC=CC=C1)=O)=O.C(C)N1C2=CC=C(C=C2C=2C=C(C=CC12)C(C)=O)C(C1=C(C=CC=C1)C)=O 1-[9-Ethyl-6-(2-methylbenzoyl)-9H-carbazol-3-yl]ethanone Ethyl-6-(4-(([1,1'-biphenyl]-4-ylmethyl)carbamoyl)-1H-pyrazol-1-yl)-5-methoxynicotinate